BrC1=C(C=CC=C1OC)CC 2-bromo-1-ethyl-3-methoxy-benzene